ClC1=C(C=CC(=C1)F)C(=O)C1=C(C2=C(S1)C=C(C=C2)OC)Cl (2-Chloro-4-fluorophenyl)(3-chloro-6-methoxybenzo[b]thiophen-2-yl)methanone